C(C)(C)(C)N(C(O)=O)CC1CCN(CC1)CCC1=CC=CC=C1.C=CCC cis-butenE tert-butyl-((1-phenethylpiperidin-4-yl)methyl)carbamate